3,4-Bis(phenylethynyl)-3-cyclobutene-1,2-dione C1(=CC=CC=C1)C#CC=1C(C(C1C#CC1=CC=CC=C1)=O)=O